[Pd](Cl)Cl.CC1(C2=CC=CC=C2OC=2C=CC=CC12)C 9,9-dimethyl-xanthene palladium dichloride